OC1=NC=2CCC(CC2C=C1C(=O)OC)(C)C methyl 2-hydroxy-6,6-dimethyl-5,6,7,8-tetrahydroquinoline-3-carboxylate